C(C)OP(=O)(OCC)OC1=C(C=CC=C1)C(CC(=O)SSC(CC(C)(C1=C(C=CC=C1)OP(=O)(OCC)OCC)C)=O)(C)C 3-(2-((diethoxyphosphoryl)oxy)phenyl)-3-methylbutanoic dithioperoxyanhydride